O(C1=CC=CC=C1)C1=CC=C(C=C1)C1CCN(CC1)C(=O)OC(C)(C)C tert-butyl 4-(4-phenoxyphenyl)piperidine-1-carboxylate